2-ethyl-6-(2-methoxyphenyl)-2H-indazole C(C)N1N=C2C=C(C=CC2=C1)C1=C(C=CC=C1)OC